2,2'-Azobis-1-cyclohexanecarbonitrile N(=NC1C(CCCC1)C#N)C1C(CCCC1)C#N